racemic-(cis)-5-methyl-1-(1-(4-(2-methyl-1,2,3,3a,4,6a-hexahydrocyclopenta[c]pyrrol-5-yl)benzyl)-1H-indol-5-yl)-1H-pyrazole-3-carboxamide CC1=CC(=NN1C=1C=C2C=CN(C2=CC1)CC1=CC=C(C=C1)C=1C[C@@H]2[C@@H](CN(C2)C)C1)C(=O)N